6-fluoro-2-(4'-propoxy-[1,1'-biphenyl]-4-yl)quinoline-4-carboxylic acid FC=1C=C2C(=CC(=NC2=CC1)C1=CC=C(C=C1)C1=CC=C(C=C1)OCCC)C(=O)O